tert-butyl 3-(4-(4-fluoro-2-(trifluoromethyl) phenyl) piperidine-1-carbonyl)-1,4,6,7-tetrahydro-5H-pyrazolo[4,3-c]pyridine-5-carboxylate FC1=CC(=C(C=C1)C1CCN(CC1)C(=O)C1=NNC2=C1CN(CC2)C(=O)OC(C)(C)C)C(F)(F)F